dichloro-m-xylenol CC1C=C(O)C(Cl)=C(C)C=1Cl